O=C1NC(CCC1NC(C1=C(C=CC=C1)F)=O)=O N-(2,6-dioxo-piperidin-3-yl)-2-fluorobenzamide